C1=CC=CC=2C3=CC=CC=C3C(C12)COC(=O)N[C@H](C(=O)N1[C@H](C=2NC3=CC(=CC=C3C2C[C@H]1C(=O)OC)OC)CC(C)C)CCC(=O)NC(C)(C)C (1S,3S)-methyl 2-((S)-2-((((9H-fluoren-9-yl)methoxy)carbonyl)amino)-5-(tert-butylamino)-5-oxopentanoyl)-1-isobutyl-7-methoxy-2,3,4,9-tetrahydro-1H-pyrido[3,4-b]indole-3-carboxylate